tert-butyl 3-((2-(imidazo[1,2-a]pyridin-3-yl)propan-2-yl)(methyl)carbamoyl)azetidine-1-carboxylate N=1C=C(N2C1C=CC=C2)C(C)(C)N(C(=O)C2CN(C2)C(=O)OC(C)(C)C)C